N1C2=C(CCC(C1)NC(OC(C)(C)C)=O)C=CC=C2 tert-butyl (2,3,4,5-tetrahydro-1H-benzo[b]azepin-3-yl)carbamate